1-(Ethyl-d5)-7-(methoxy-d3)-1H-pyrrolo[3,2-c]pyridin-6-amine C(C([2H])([2H])[2H])(N1C=CC=2C=NC(=C(C21)OC([2H])([2H])[2H])N)([2H])[2H]